FC1=CC(=C(S1)C1=NC=C(C(=N1)C)OC1(CCCCC1)C(=O)[O-])CNC1=NC=CC(=N1)C(C)C (2-(5-fluoro-3-(((4-isopropylpyrimidin-2-yl)amino)methyl)thiophen-2-yl)-4-methylpyrimidine-5-oxy)cyclohexanecarboxylate